C1(CC1)C([C@@H](C(=O)NC=1C=NN(C1)CC=1C(=NC=CC1C(F)(F)F)OC)NC(=O)C=1N(N=CC1)C(C)C)C1CC1 N-[(1S)-1-(dicyclopropylmethyl)-2-[[1-[[2-methoxy-4-(trifluoromethyl)-3-pyridyl]methyl]pyrazol-4-yl]amino]-2-oxo-ethyl]-2-isopropyl-pyrazole-3-carboxamide